4-methyl-6-(4,4,5,5-tetramethyl-1,3,2-dioxaborolan-2-yl)quinazoline CC1=NC=NC2=CC=C(C=C12)B1OC(C(O1)(C)C)(C)C